BrC1=CN2N=C(N=C2C=2CCCC12)C 8-bromo-4-methyl-3,5,6-triazatricyclo[7.3.0.02,6]dodeca-1(9),2,4,7-tetraene